tert-butyl 6-[8-(tert-butoxycarbonylamino)-7-hydroxy-2-naphthyl]pyridine-2-carboxylate C(C)(C)(C)OC(=O)NC=1C(=CC=C2C=CC(=CC12)C1=CC=CC(=N1)C(=O)OC(C)(C)C)O